CC1=NOC(=C1C1=CC=C(N=N1)NC1C[C@@H]2[C@@H](CN(C2)CC2CCOCC2)C1)C (3aR,5s,6aS)-N-[6-(3,5-dimethylisoxazol-4-yl)pyridazin-3-yl]-2-(tetrahydropyran-4-ylmethyl)-3,3a,4,5,6,6a-hexahydro-1H-cyclopenta[c]pyrrol-5-amine